O1CC(C1)NC[C@@H]1CC[C@H](CO1)NC=1C2=C(N=CN1)NC=C2C=O (4-{[(3R,6S)-6-[(oxetan-3-ylamino)methyl]-3,4,5,6-tetrahydro-2H-pyran-3-yl]amino}-7H-pyrrolo[2,3-d]pyrimidin-5-yl)methanone